4-(2-Carboxyphenyl)-2-oxobut-3-enoate C(=O)(O)C1=C(C=CC=C1)C=CC(C(=O)[O-])=O